tert-butyl {3-[({[(2S,5R)-6-hydroxy-7-oxo-1,6-diazabicyclo[3.2.1]oct-2-yl]carbonyl}-amino)oxy]propyl}carbamate ON1[C@@H]2CC[C@H](N(C1=O)C2)C(=O)NOCCCNC(OC(C)(C)C)=O